C12(CC3CC(CC(C1)C3)C2)CNC(CN2C(C(=CC=C2)NC([C@H](CCC(C(=O)NCC)=O)NC(C2=CN=CC(=C2)[N+](=O)[O-])=O)=O)=O)=O (S)-N1-(1-(2-(1-adamantylmethylamino)-2-oxoethyl)-2-oxo-1,2-dihydropyridin-3-yl)-N6-ethyl-2-(5-nitronicotinamido)-5-oxohexanediamide